3-(4-Fluoro-2-methylphenoxy)-N-(6-oxopiperidin-3-yl)-6-(trifluoromethyl)pyridazine-4-carboxamide FC1=CC(=C(OC=2N=NC(=CC2C(=O)NC2CNC(CC2)=O)C(F)(F)F)C=C1)C